COC(=O)C=1OC(=CC(C1OCC1=CC=CC=C1)=O)CP(=O)(OC)OC 3-(benzyloxy)-6-((dimethoxyphosphoryl)methyl)-4-oxo-4H-pyran-2-carboxylic acid methyl ester